N-{2-oxo-1-[cis-4-[(3-methoxy-4-methylphenyl)carbamoyl]cyclohexyl]-2,3-dihydro-1H-1,3-benzodiazol-4-yl}-1,3-oxazole-5-carboxamide O=C1NC2=C(N1[C@@H]1CC[C@@H](CC1)C(NC1=CC(=C(C=C1)C)OC)=O)C=CC=C2NC(=O)C2=CN=CO2